NC1=NC2=C(C3=CN=CC=C13)C=C(C=C2)C(=O)N(C2COC1=C2C=CC(=C1)C(F)(F)F)CC(F)(F)F 5-amino-N-(2,2,2-trifluoroethyl)-N-(6-(trifluoromethyl)-2,3-dihydrobenzofuran-3-yl)benzo[c][2,6]naphthyridin-9-carboxamide